[4-(2-{[4-(trifluoromethyl)phenyl]amino}pyridin-3-yl)piperazin-1-yl]prop-2-en-1-one FC(C1=CC=C(C=C1)NC1=NC=CC=C1N1CCN(CC1)C(C=C)=O)(F)F